C1(CC1)C(C(C(=O)NC1=CC=C(C=C1)C=1C(=NNC1C)C)C1=NN=CN1)C1CC1 3,3-dicyclopropyl-N-[4-(3,5-dimethyl-1H-pyrazol-4-yl)phenyl]-2-(4H-1,2,4-triazol-3-yl)propanamide